C(CCCCCCC\C=C/CCCCCCCC)(=O)OCC(COCC1=CC=C(C=C1)OC)OC(CCCCCCC\C=C/CCCCCCCC)=O 3-((4-methoxybenzyl)oxy)propane-1,2-diyl dioleate